4-ISOCYANOBENZOIC ACID MORPHOLIDE [N+](#[C-])C1=CC=C(C(=O)N2CCOCC2)C=C1